N-[(4S)-chroman-4-yl]-8-(2,3-dichlorophenyl)-7-methoxy-4-(dimethylamino)-1,6-naphthyridine-3-carboxamide O1CC[C@@H](C2=CC=CC=C12)NC(=O)C=1C=NC2=C(C(=NC=C2C1N(C)C)OC)C1=C(C(=CC=C1)Cl)Cl